1,3-dihydro-4-methyl-2-mercaptobenzimidazole CC1=CC=CC=2NC(NC21)S